4-[(5-chloro-2-hydroxy-3-nitrophenyl)azo]-2,4-dihydro-5-methyl-2-phenyl-3H-pyrazol ClC=1C=C(C(=C(C1)N=NC1CN(N=C1C)C1=CC=CC=C1)O)[N+](=O)[O-]